N1(CCNCCC1)C1=CC(=C(CN2N=C3C(N=C(N=C3NCCCC)N=[N+]=[N-])=C2)C=C1)OC 2-(4-(1,4-diazepan-1-yl)-2-methoxybenzyl)-5-azido-N-butyl-2H-pyrazolo[4,3-d]pyrimidin-7-amine